1-[(S)-4-(2,3-dihydro-[1,4]dioxino[2,3-b]pyridin-3-yl)-benzyl]-4-methyl-piperidin-4-ol O1C[C@@H](OC2=NC=CC=C21)C2=CC=C(CN1CCC(CC1)(O)C)C=C2